[N-](S(=O)(=O)C(F)(F)F)S(=O)(=O)C(F)(F)F.[N-](S(=O)(=O)C(F)(F)F)S(=O)(=O)C(F)(F)F.[Cu+2] Copper Bis(Trifluoromethanesulfonimide)